N1(CCCCC1)S(=O)(=O)C1=CC=C(C=C1)C(C)N1C=CC=2C=NC=CC21 N-{1-[4-(piperidine-1-sulfonyl)phenyl]ethyl}-1H-pyrrolo[3,2-c]pyridine